ClC=1C=NN(C1)C1=NC=C(C=O)C=C1 6-(4-chloro-1H-pyrazol-1-yl)nicotinaldehyde